OC=1C=C(C2=CC=CC=C2C1)CC1=CN(C2=C1N=C(N=C2N2CCN(CC2)C(C=C)=O)OC[C@H]2N(CCC2)C)C (S)-1-(4-(7-((3-hydroxynaphthalen-1-yl)methyl)-5-methyl-2-((1-methylpyrrolidin-2-yl)methoxy)-5H-pyrrolo[3,2-d]pyrimidin-4-yl)piperazin-1-yl)prop-2-en-1-one